N-(3-chloro-5-(methylsulfonylamino)phenyl)-1-(pyridin-2-yl)-5-(2,6-diazaspiro[3.3]heptane-2-carbonyl)-1H-pyrrole-3-carboxamide ClC=1C=C(C=C(C1)NS(=O)(=O)C)NC(=O)C1=CN(C(=C1)C(=O)N1CC2(C1)CNC2)C2=NC=CC=C2